3,5-DIMETHYL-4-HYDROXYBENZALDEHYDE CC=1C=C(C=O)C=C(C1O)C